C1(C=CCCC1)NC(COC1=CC=C2C=CC(=CC2=C1)C(CC(=O)O)C=1C=CC2=C(CCO2)C1)=O 3-(7-(2-(Cyclohex-2-en-1-ylamino)-2-oxoethoxy)naphthalen-2-yl)-3-(2,3-dihydrobenzofuran-5-yl)propanoic acid